5-chloro-1-methyl-2-oxo-1,2-dihydro-1,8-naphthyridine-3-carboxylic acid ClC1=C2C=C(C(N(C2=NC=C1)C)=O)C(=O)O